N1(C=NC=C1)C=1C=CC(=C(C1)NC1=NC=C(C(=N1)NC=1C(=C2N=CC=NC2=CC1)P(C)(C)=O)Br)OC (6-((2-((5-(1H-imidazol-1-yl)-2-methoxyphenyl)amino)-5-bromopyrimidin-4-yl)amino)quinoxalin-5-yl)dimethylphosphine oxide